3-(4-methylphenyl)dimethylsilyl-propanol methyl-3,5-difluoro-4-(6-((6-methylpyrimidin-4-yl)amino)-1H-pyrazolo[4,3-c]pyridin-1-yl)benzoate CC1=C(C(=O)OCCC[Si](C)(C)C2=CC=C(C=C2)C)C=C(C(=C1F)N1N=CC=2C=NC(=CC21)NC2=NC=NC(=C2)C)F